N-(4-methoxyphenyl)-S-thiophenylamine COC1=CC=C(C=C1)NS1C=CC=C1